NC=1C(=NNC1C)C(=O)O 4-AMINO-5-METHYL-1H-PYRAZOLE-3-CARBOXYLIC ACID